COC1=CC=C(C=C1)C1(C=CC2=C(O1)C=C(C1=CC=CC=C12)N1CCOCC1)C1=CC=C(C=C1)OC 3,3-di(4-methoxyphenyl)-6-morpholino-3H-naphtho[2,1-b]pyran